NC1=NC=NC2=C1C1=C(CNC(N3C1=CC=1C=C(C=CC31)Cl)=O)N2C(C)C 1-amino-12-chloro-5-isopropyl-6,7-dihydropyrimido[5'',4'':4',5']pyrrolo[2',3':5,6][1,3]diazepino[1,7-a]indol-8(5H)-one